(7r,12br)-7,8-difluoro-1h,2h,3h,4h,6h,7h,12bh-indolo[2,3-a]quinolizin-4-one F[C@@H]1C2=C([C@H]3CCCC(N3C1)=O)NC1=CC=CC(=C12)F